4-(4-((4-fluorobenzyl)oxy)phenyl)butan-1-ol FC1=CC=C(COC2=CC=C(C=C2)CCCCO)C=C1